CC1=C(C=CC(=C1)[N+](=O)[O-])NC1C[C@H]2CC[C@@H](C1)N2C(=O)OC(C)(C)C (1R,3s,5S)-tert-butyl 3-((2-methyl-4-nitrophenyl)amino)-8-azabicyclo[3.2.1]octane-8-carboxylate